C(C)(C)(C)[P@@]1(=NC2=C(C(=C1C1=CC=CC=C1)C1=CC=CC=C1)C=CC=C2)C2=CC=CC=C2 (R)-2-(tert-butyl)-2,3,4-triphenyl-2λ5-benzo[e][1,2]azaphosphine